FC(C=1C=C(OC2=CC=C(C=C2)B(O)O)C=CC1)(F)F {4-[3-(trifluoromethyl)phenoxy]phenyl}boronic acid